C(CCCCCCCCCCCCCCCC#C)SCCCOP([O-])(=O)CO[C@@H](CN1C2=NC=NC(=C2N=C1)N)C.[NH4+].CO[Si](CCCNC1=CC=CC=C1)(OC)OC N-(3-(trimethoxysilyl)propyl)aniline ammonium 3-(octadec-17-yn-1-ylthio)propyl-(R)-(((1-(6-amino-9H-purin-9-yl)propan-2-yl)oxy)methyl)phosphonate